sodium tris(fluoromethanesulfonate) FCS(=O)(=O)[O-].FCS(=O)(=O)[O-].FCS(=O)(=O)[O-].[Na+].[Na+].[Na+]